N-(4-(4-amino-5-((S)-4-((S)-2-cyclopropylpyrrolidine-1-carbonyl)cyclohex-1-en-1-yl)-7-methyl-7H-pyrrolo[2,3-d]pyrimidin-6-yl)phenyl)methacrylamide NC=1C2=C(N=CN1)N(C(=C2C2=CC[C@H](CC2)C(=O)N2[C@@H](CCC2)C2CC2)C2=CC=C(C=C2)NC(C(=C)C)=O)C